3-Chloro-4-((1-((2-(trimethylsilyl)ethoxy)methyl)-1H-imidazol-4-yl)methyl)pyridine ClC=1C=NC=CC1CC=1N=CN(C1)COCC[Si](C)(C)C